C(C)(C)(C)OC(=O)N1C[C@@H](N(CC1)C1=NC=C(N=C1Cl)C(F)(F)F)C(=O)O (R)-4-(tert-butoxycarbonyl)-1-(3-chloro-5-(trifluoromethyl)pyrazin-2-yl)piperazine-2-carboxylic acid